FC1=CC=C(C=C1)C(C(=O)N[C@@H](CO)C(=O)N[C@H](CCC(=O)OCC)C(=O)OCC)(C)C Diethyl (2-(4-fluorophenyl)-2-methylpropanoyl)-L-seryl-D-glutamate